N-[1-[4-[(5-fluoro-6-phenoxy-3-pyridyl)amino]pyrido[3,2-d]pyrimidin-6-yl]azetidin-3-yl]-N-methyl-prop-2-enamide FC=1C=C(C=NC1OC1=CC=CC=C1)NC=1C2=C(N=CN1)C=CC(=N2)N2CC(C2)N(C(C=C)=O)C